4-(3,3-dimethylpyrrolidin-1-yl)-6-(2,4-dioxo-1H-pyrimidin-5-yl)pyridazine-3-carbonitrile CC1(CN(CC1)C1=C(N=NC(=C1)C=1C(NC(NC1)=O)=O)C#N)C